C1(CC1)C(=O)N1CCC(CC1)(O)CC1C(C(=NN1)O)=O 5-[(1-cyclopropanecarbonyl-4-hydroxypiperidin-4-yl)methyl]-4-oxo-1H,4H,5H-pyrazolol